O=C1N(C(CC1)=O)OC([C@@H](NC(CN)=O)CC1=CC=CC=C1)=O glycyl-L-phenylalanine 2,5-di-oxo-pyrrolidin-1-yl ester